CN1C=C(C=C1C(NCC/C(=N/C)/NC)=O)C1=C(C(=O)N)C=CC(=N1)\C=C\C1=CC(=CC=C1)C(F)(F)F (1-methyl-5-(((Z)-3-(methylamino)-3-(methylimino)propyl)carbamoyl)-1H-pyrrol-3-yl)-6-((E)-3-(trifluoromethyl)styryl)nicotinamide